N-(tert-butoxycarbonyl)-L-valine cesium salt [Cs+].C(C)(C)(C)OC(=O)N[C@@H](C(C)C)C(=O)[O-]